[C].[N].[S].[Fe].[Pt] platinum iron sulfur nitrogen carbon